OC1=C(C=C(C=C1)C1OC2=CC(=CC(=C2CC1OC)O)O)[O-] 2-hydroxy-5-(5,7-dihydroxy-3-methoxy-3,4-dihydro-2H-chromen-2-yl)phenolate